OC=1C(=NC=CC1OC)C(=O)N[C@@H](C)C(=O)O[C@@H](C)[C@@H](C(C)C)C1=C(C=C(C=C1)F)C (2S,3S)-3-(4-fluoro-2-methylphenyl)-4-methylpentan-2-yl N-[(3-hydroxy-4-methoxypyridin-2-yl) carbonyl]-L-alaninate